(S)-N-(4-(4-amino-7-(4-chlorophenyl)-1-methyl-1H-pyrazolo[4,3-c]pyridin-3-yl)-2-(1-(4-fluorophenyl)ethoxy)phenyl)-1,1-difluoromethanesulfonamide NC1=NC=C(C2=C1C(=NN2C)C2=CC(=C(C=C2)NS(=O)(=O)C(F)F)O[C@@H](C)C2=CC=C(C=C2)F)C2=CC=C(C=C2)Cl